COC(=O)C12C(C(C1)(C2)C(=O)OC)Br 2-bromobicyclo[1.1.1]Pentane-1,3-dicarboxylic acid dimethyl ester